pentadecyl triacontanoate C(CCCCCCCCCCCCCCCCCCCCCCCCCCCCC)(=O)OCCCCCCCCCCCCCCC